F[C@@H]1CC2=CC(CN2C1)C (2R,7aR)-2-fluoro-6-methyltetrahydro-1H-pyrrolizin